1-tert-butyl 2-methyl (2S)-4-(trimethylstannyl)-2,5-dihydropyrrole-1,2-dicarboxylate C[Sn](C1=C[C@H](N(C1)C(=O)OC(C)(C)C)C(=O)OC)(C)C